rel-(R)-5-[4-benzyloxy-6-(4-tert-butyl-5-chloro-2-methyl-phenyl)-2-methyl-3-pyridyl]oxazolidin-2-one C(C1=CC=CC=C1)OC1=C(C(=NC(=C1)C1=C(C=C(C(=C1)Cl)C(C)(C)C)C)C)[C@@H]1CNC(O1)=O |o1:27|